ClC1=C(C=CC(=C1)Cl)[C@@H](C)NC1=NC(=NC=C1OC(F)F)N1C[C@@H]([C@H](CC1)NC(=O)[C@@H]1N([C@H](CC1)C)C(=O)OC(C)(C)C)O tert-butyl (2R,5S)-2-(((3S,4S)-1-(4-(((R)-1-(2,4-dichlorophenyl)ethyl)amino)-5-(difluoromethoxy)pyrimidin-2-yl)-3-hydroxypiperidin-4-yl)carbamoyl)-5-methylpyrrolidine-1-carboxylate